(oxybis(2,1-phenylene))bis(diphenylphosphine) O(C1=C(C=CC=C1)P(C1=CC=CC=C1)C1=CC=CC=C1)C1=C(C=CC=C1)P(C1=CC=CC=C1)C1=CC=CC=C1